N1CC(CC1)CCO 2-(pyrrolidin-3-yl)ethan-1-ol